ClC1=CC(=C(C=C1Cl)NC(=O)N1[C@H]2CC3=C(C=NC(=C3F)F)[C@@H]1CC2)F (6R,9S)-N-(4,5-dichloro-2-fluorophenyl)-3,4-difluoro-6,7,8,9-tetrahydro-5H-6,9-epimino-cyclohepta[c]pyridine-10-carboxamide